N'-(4-(2-(2-bromo-4-methylphenoxy)acetyl)-2,5-dimethylphenyl)-N-ethyl-N-methylformimidamide BrC1=C(OCC(=O)C2=CC(=C(C=C2C)N=CN(C)CC)C)C=CC(=C1)C